carbamyl-2H-naphtho[1,2-b]pyrane C(N)(=O)C1C=CC2=C(O1)C1=CC=CC=C1C=C2